2-(4-(1,3-dimethyl-7-morpholino-2-oxo-1,2-dihydroquinolin-5-yl)-7-(1-methyl-1H-pyrazol-4-yl)-3,4-dihydropyrido[3,4-b]pyrazin-1(2H)-yl)-N-methylacetamide CN1C(C(=CC2=C(C=C(C=C12)N1CCOCC1)N1C2=C(N(CC1)CC(=O)NC)C=C(N=C2)C=2C=NN(C2)C)C)=O